4,5-dibromo-2-[[2-(trimethylsilyl)ethoxy]methyl]-2,3-dihydropyridazin-3-one BrC=1C(N(N=CC1Br)COCC[Si](C)(C)C)=O